ClC=1C=C(CC2C(NC(S2)=O)=O)C=CC1OCCC1CCCCC1 5-(3-chloro-4-(2-cyclohexylethoxy)benzyl)thiazolidine-2,4-dione